FC1=C(C=CC=C1C(C)NC1=NC(=NC2=C3C(=C(C=C12)N1CC2(COC2)C1)CCC3)C)C(C)(C)O 2-(2-fluoro-3-(1-((2-methyl-6-(2-oxa-6-azaspiro[3.3]heptan-6-yl)-8,9-dihydro-7H-cyclopenta[h]quinazolin-4-yl)amino)ethyl)phenyl)propan-2-ol